(2-fluoro-9H-purin-6-yl)-(3-methoxyphenyl)amine FC1=NC(=C2N=CNC2=N1)NC1=CC(=CC=C1)OC